2-(4-Benzylpiperidin-1-yl)-N-(4-methoxybenzyl)acetamide C(C1=CC=CC=C1)C1CCN(CC1)CC(=O)NCC1=CC=C(C=C1)OC